FC=1C(NC(N(C1)[C@H]1C[C@@H]([C@H](O1)[C@@H](CO)O[P@@](=O)(OC1=CC=CC2=CC=CC=C12)N[C@@H](C)C(=O)OCC1=CC=CC=C1)O)=O)=O benzyl ((R)-((R)-1-((2S,3S,5R)-5-(5-fluoro-2,4-dioxo-3,4-dihydropyrimidin-1(2H)-yl)-3-hydroxytetrahydrofuran-2-yl)-2-hydroxyethoxy)(naphthalen-1-yloxy)phosphoryl)-L-alaninate